FC=1C(=C(C=C(C1)CC(C)C)N1C[C@H](N(CC1)CC=1N=NC=CC1)C)C=1N=NNN1 3-[[(2R)-4-[3-fluoro-5-isobutyl-2-(2H-tetrazol-5-yl)phenyl]-2-methyl-piperazin-1-yl]methyl]pyridazine